COC1=CC=C2C(=CC=NC2=C1)OC1=CC=C(C=C1)S(=O)(=N)N1CCN(CC1)C 7-methoxy-4-(4-(4-methylpiperazine-1-sulfonimidoyl)phenoxy)quinoline